ClC1=C(N=C2N(C1=O)C=C(N=C2C2=CC=C(C#N)C=C2)[C@H]2C[C@@H](OCC2)C=2C=NN(C2)C)C 4-(3-chloro-2-methyl-7-((2R,4R)-2-(1-methyl-1H-pyrazol-4-yl)tetrahydro-2H-pyran-4-yl)-4-oxo-4H-pyrazino[1,2-a]pyrimidin-9-yl)benzonitrile